S1N=CSC=C1 [1,4]dithiazine